N1=C(C=CC=C1)CNCC1=CC=C(C=C1)CN(C1CCCC=2C=CC=NC12)CC1=NC2=C(N1)C=CC(=C2)[N+](=O)[O-] N-(2-pyridylmethyl)-N'-(5-nitro-1H-benzimidazol-2-ylmethyl)-N'-(5,6,7,8-tetrahydro-8-quinolinyl)-1,4-xylylenediamine